C(C)OC(C=C(CCCCCCCCC)CCCCCCCCC)=O 3-nonyldodeca-2-enoic acid ethyl ester